tert-butyl (1-(2-(1,3-dioxoisoindolin-2-yl)ethyl)cyclopropyl)carbamate O=C1N(C(C2=CC=CC=C12)=O)CCC1(CC1)NC(OC(C)(C)C)=O